CC(=CC1OCCC(C1)C)C 2-(2-methyl-1-propenyl)-4-methyltetrahydropyran